N1=CN=CC(=C1)CN1C=NC2=C1C=C(C=C2)C(=O)O (pyrimidin-5-ylmethyl)-1H-benzo[d]imidazole-6-carboxylic acid